(difluoromethyl)-1-methyl-1H-pyrazole-4-carboxylic acid ethyl ester C(C)OC(=O)C=1C(=NN(C1)C)C(F)F